C(CCC)C(CO)C(CCC)O 2-butyl-1,3-hexanediol